COC=1C=C2C(=CC=NC2=CC1OC)OC1=CC=C(C=C1)N1C(N(CC1=O)C1=CC(=CC(=C1)C(F)(F)F)OCCN(C)C)=O 3-{4-[(6,7-dimethoxy-4-quinolinyl)oxy]phenyl}-1-{3-[2-(dimethylamino)ethoxy]-5-(trifluoromethyl)phenyl}-2,4-imidazolidinedione